(2S)-2-amino-3-{4-[bis(2-chloroethyl)amino]phenyl}propionic acid N[C@H](C(=O)O)CC1=CC=C(C=C1)N(CCCl)CCCl